6-(4-Amino-2,6-dichlorophenoxy)-4-(2-fluoropropan-2-yl)pyridazin-3(2H)-one NC1=CC(=C(OC=2C=C(C(NN2)=O)C(C)(C)F)C(=C1)Cl)Cl